N1CC(C1)CNC(C1=C(C=C(C=C1)NC=1C=2N(C=CN1)C(=CN2)C=2C(=NNC2)C(F)(F)F)CC)=O N-(azetidin-3-ylmethyl)-2-ethyl-4-((3-(3-(trifluoromethyl)-1H-pyrazol-4-yl)imidazo[1,2-a]pyrazin-8-yl)amino)benzamide